5-bromo-N-((R)-1-(2-fluoro-3-(trifluoromethyl)phenyl)ethyl)-2-(((S)-1-hydroxypropan-2-yl)amino)nicotinamide BrC=1C=NC(=C(C(=O)N[C@H](C)C2=C(C(=CC=C2)C(F)(F)F)F)C1)N[C@H](CO)C